O=C1NC(CCC1N1[C@H]2CN([C@@H](C1)CC2)C(=O)OC(C)(C)C)=O tert-Butyl (1R,4R)-5-(2,6-dioxopiperidin-3-yl)-2,5-diazabicyclo[2.2.2]octane-2-carboxylate